(4-(azidomethyl)piperidin-1-yl)-6-toluenesulfonyl-1,6-dihydroimidazo[4,5-d]pyrrolo[2,3-b]pyridine N(=[N+]=[N-])CC1CCN(CC1)N1C=NC=2C1=C1C(=NC2)N(C=C1)S(=O)(=O)CC1=CC=CC=C1